1-(4-hydroxyphenyl)-1H-1,2,3-triazol OC1=CC=C(C=C1)N1N=NC=C1